(3S)-1'-(2-phenoxybenzoyl)-1,3-dihydrospiro[indene-2,4'-piperidin]-3-amine O(C1=CC=CC=C1)C1=C(C(=O)N2CCC3(CC2)CC2=CC=CC=C2[C@H]3N)C=CC=C1